(R)-4-(2-((dimethylamino)methyl)pyrrolidin-1-yl)-2-methoxy-5-nitroaniline CN(C)C[C@@H]1N(CCC1)C1=CC(=C(N)C=C1[N+](=O)[O-])OC